FC(C1CCN(CC1)C1=NC=C(C=N1)N)(F)F (4-(trifluoromethyl)piperidin-1-yl)pyrimidin-5-amine